FC(C=1C(=C(C=CC1)[C@@H](C)NC1=NC(=NC2=CC(=C(C=C12)OC)C(=O)N1CCOCC1)C)F)F (R)-(4-((1-(3-(difluoromethyl)-2-fluorophenyl)ethyl)amino)-6-methoxy-2-methyl-quinazolin-7-yl)(morpholinyl)methanone